2-((1r,2s)-2-aminocyclopentyl)-5-chloro-N-(thiophen-2-ylmethyl)thieno[3,2-b]pyridin-7-amine N[C@@H]1[C@@H](CCC1)C1=CC2=NC(=CC(=C2S1)NCC=1SC=CC1)Cl